lithium strontium tantalum [Ta].[Sr].[Li]